OCC[N+](C)(C)C.C(C)P(ON1N=CC(=C1)C=1SC=C(N1)C(NC=1C(=NN(C1)C1CCC(CC1)OCC)C1=NC(=CC=C1F)F)=O)([O-])=O 1-(4-(4-((3-(3,6-difluoropyridin-2-yl)-1-((1r,4r)-4-ethoxycyclohexyl)-1H-pyrazol-4-yl) carbamoyl) thiazol-2-yl)-1H-pyrazol-1-yl) ethylphosphonate choline salt